NC=1C(=NN(C1)C1CCN(CC1)CCOCCC=1C=C2C(N(C(C2=CC1)=O)C1C(NC(CC1)=O)=O)=O)C(F)F 5-[2-[2-[4-[4-Amino-3-(difluoromethyl)pyrazol-1-yl]-1-piperidyl]ethoxy]ethyl]-2-(2,6-dioxo-3-piperidyl)isoindoline-1,3-dione